BrC1=NC(=CC=C1SC)Cl 2-bromo-6-chloro-3-(methylthio)pyridine